BrC1=NC=CC=C1CCO 2-(2-Bromopyridin-3-yl)ethanol